ClC1=CC=C2CCN(C2=C1)C1=NC=NC2=CC=C(C=C12)C=1C=C2C(=NC1)NN=C2 4-(6-chloroindolin-1-yl)-6-(1H-pyrazolo[3,4-b]pyridin-5-yl)quinazoline